BrC1=NN(C(=C1)C=O)CC=O 3-bromo-1-(2-oxoethyl)-1H-pyrazole-5-carbaldehyde